COC=1C=2N(C=C(C1)C1=CC3=C(N(C(N3)=O)C3CCN(CC3)C3COCC3)C=C1)N=CN2 5-(8-methoxy-[1,2,4]triazolo[1,5-a]pyridin-6-yl)-1-(1-(tetrahydrofuran-3-yl)piperidin-4-yl)-1,3-dihydro-2H-benzo[d]imidazol-2-one